mono-(2-acryloyloxy-ethyl) succinate C(CCC(=O)[O-])(=O)OCCOC(C=C)=O